CN(C)CC=1OC2=C(N1)C=CC(=C2)N 2-((dimethylamino)methyl)benzo[d]oxazol-6-amine